1,2-di-undecyl-sn-glycerol C(CCCCCCCCCC)OC[C@@H](OCCCCCCCCCCC)CO